ClC1=CC(=NC2=CC=NC=C12)C1=CC=C(C(=O)NC2CCN(CC2)C)C=C1 4-(4-chloro-1,6-naphthyridin-2-yl)-N-(1-methylpiperidin-4-yl)benzamide